[Cr](=O)(=O)(OC(C)(C)C)[O-] Tert-Butyl chromate